ClC=1C=CC(=C(C1)S(=O)(=O)NC=1C(=C(C(=CC1)F)C=1C=C2C=NC(=NC2=CC1)NC(C(C)(C)C)=O)F)C(F)(F)F N-(6-(3-(5-chloro-2-(trifluoromethyl)phenylsulfonamido)-2,6-difluorophenyl)quinazolin-2-yl)pivaloamide